C(#N)C1=CC2=C(N=C(N=C2)NC=2C=C3CCN(CC3=CC2)C(=O)OC(C)(C)C)N(C1=O)C(CC)CC tert-butyl 6-((6-cyano-7-oxo-8-(pentan-3-yl)-7,8-dihydropyrido[2,3-d]pyrimidin-2-yl)amino)-3,4-dihydroisoquinoline-2(1H)-carboxylate